(R)-1-(4-(4-((1-(3-amino-5-(trifluoromethyl)phenyl)ethyl)amino)-2-Methyl-7,8-dihydropyrido[4,3-d]pyrimidin-6(5H)-yl)piperidin-1-yl)ethan-1-one NC=1C=C(C=C(C1)C(F)(F)F)[C@@H](C)NC=1C2=C(N=C(N1)C)CCN(C2)C2CCN(CC2)C(C)=O